dicyclohexyl-(2,5-dimethoxyphenyl)phosphine C1(CCCCC1)P(C1=C(C=CC(=C1)OC)OC)C1CCCCC1